2-[(3,5-Dimethoxyphenyl)methyl]isoindole-1,3-dione COC=1C=C(C=C(C1)OC)CN1C(C2=CC=CC=C2C1=O)=O